1-(5-(4-(hydroxymethyl)piperidine-1-carbonyl)-2-methoxyphenyl)dihydropyrimidine-2,4(1H,3H)-dione OCC1CCN(CC1)C(=O)C=1C=CC(=C(C1)N1C(NC(CC1)=O)=O)OC